FC(OC1=C(C=C(C=C1)OC=1C=NN(C1)C1CCNCC1)C1=NN(C=C1NC(=O)C=1C=NN2C1N=CC=C2)C)F N-[3-[2-(difluoromethoxy)-5-[1-(4-piperidinyl)pyrazol-4-yl]oxy-phenyl]-1-methyl-pyrazol-4-yl]pyrazolo[1,5-a]pyrimidine-3-carboxamide